FC(C=1C=C(C=CC1F)C=1C=C2C(=NC1)C=NN2CC2=NN=C(O2)N(C)C)F 5-[[6-[3-(Difluoromethyl)-4-fluoro-phenyl]pyrazolo[4,3-b]pyridin-1-yl]methyl]-N,N-dimethyl-1,3,4-oxadiazol-2-amine